tert-Butyl (R)-4-(3-cyclopropyl-1-(3,5-difluorophenyl)-1H-pyrazolo[3,4-d]pyrimidin-4-yl)-2-methylpiperazine-1-carboxylate C1(CC1)C1=NN(C2=NC=NC(=C21)N2C[C@H](N(CC2)C(=O)OC(C)(C)C)C)C2=CC(=CC(=C2)F)F